2-Chloro-5-methoxy-4-[[4-[5-methoxy-3-(trifluoromethyl)pyrazol-1-yl]phenyl]methoxy]pyrimidine ClC1=NC=C(C(=N1)OCC1=CC=C(C=C1)N1N=C(C=C1OC)C(F)(F)F)OC